2-bromo-7-isopropenyl-5-(p-toluenesulfonyl)-5H-pyrrolo[2,3-b]pyrazine BrC=1N=C2C(=NC1)N(C=C2C(=C)C)S(=O)(=O)C2=CC=C(C)C=C2